IC1=CC2=C(C(N(CCS2(=O)=O)C2COC2)=O)S1 7-iodo-4-(oxetan-3-yl)-1,1-dioxo-2,3-dihydrothieno[2,3-f][1,4]thiazepin-5-one